3-FORMYLBENZYLAMINE HYDROCHLORIDE Cl.C(=O)C=1C=C(CN)C=CC1